COCC=1C2=C(C(NC1)=O)C=CS2 7-(methoxymethyl)-4H,5H-thieno[3,2-c]pyridin-4-one